1-(2,3-dichlorophenyl)-1H-1,2,3-triazol ClC1=C(C=CC=C1Cl)N1N=NC=C1